(1S,2S)-2-(((2-amino-4-chlorothiazol-5-yl)methyl)amino)cyclohexan-1-ol NC=1SC(=C(N1)Cl)CN[C@@H]1[C@H](CCCC1)O